C(C)(=O)OC1=CC=C(C=C1)C1=CC=C(C=C1)O 4-acetoxy-4'-hydroxybiphenyl